ClC1=CC=C2C(=NC(N(C2=C1)C=1C=C(C=CC1)NS(=O)(=O)C)=O)N(C)C N-(3-(7-chloro-4-(dimethylamino)-2-oxoquinazolin-1(2H)-yl)phenyl)-methanesulfonamide